(3S)-tert-Butyl 4-(6-Aminopyridin-3-yl)-3-methylpiperazine-1-carboxylate NC1=CC=C(C=N1)N1[C@H](CN(CC1)C(=O)OC(C)(C)C)C